C(C)C(COC([C@@H](NP(=O)(OC1=C(C(=C(C(=C1F)F)F)F)F)OC1=C(C=CC(=C1)C)C(C)C)C)=O)CC ((2-isopropyl-5-methylphenoxy)(perfluorophenoxy)phosphoryl)-L-alanine 2-ethylbutyl ester